C(C)(C)(C)C1=C(C(=CC(=C1)CC=C)C(C)(C)C)O 2,6-di-tert-butyl-4-allylphenol